C1N(CCC2=CC=CC=C12)C[C@H](CN1CC(OC2=C(C1=O)C=CC(=C2)C(=O)[O-])(C)C)O 4-[(2R)-3-(3,4-dihydro-1H-isoquinolin-2-yl)-2-hydroxy-propyl]-2,2-dimethyl-5-oxo-3H-1,4-benzoxazepin-8-carboxylate